C(#N)C1CC2(C1)CC(N(CC2)CC2=C1C=CNC1=C(C=C2C2CC2)C)C2=CC=C(C(=O)NCC1(COC1)O)C=C2 4-(2-cyano-7-((5-cyclopropyl-7-methyl-1H-indol-4-yl)methyl)-7-azaspiro[3.5]nonan-6-yl)-N-((3-hydroxyoxetan-3-yl)methyl)benzamide